dihydrospiro[cyclohexane-1,3'-indole]-5'-carboxylic acid N1CC2(C3=CC(=CC=C13)C(=O)O)CCCCC2